1-(2-Chloro-5-(9-((3,3-difluoropiperidin-4-yl)methyl)-3,9-diazaspiro[5.5]undecane-3-carbonyl)-3-methylphenyl)dihydropyrimidine-2,4(1H,3H)-dione trifluoroacetate FC(C(=O)O)(F)F.ClC1=C(C=C(C=C1C)C(=O)N1CCC2(CC1)CCN(CC2)CC2C(CNCC2)(F)F)N2C(NC(CC2)=O)=O